FC=1C(=C(CNC(C2=C(N=C(C=C2)C)OC)=O)C=C(C1)F)OC1COCCC1 N-(3,5-difluoro-2-((tetrahydro-2H-pyran-3-yl)oxy)benzyl)-2-methoxy-6-methylnicotinamide